2-chloro-N-[4-(4-tert-butylpyrazol-1-yl)-2,6-difluoro-phenyl]-benzenesulfonamide ClC1=C(C=CC=C1)S(=O)(=O)NC1=C(C=C(C=C1F)N1N=CC(=C1)C(C)(C)C)F